C(C)C(CCC(=O)O)(CC)CC 4,4-diethyl-hexanoic acid